(R)-(6-amino-5-(3-hydroxy-2,6-dimethylphenyl)-5H-pyrrolo[2,3-b]pyrazin-7-yl)(4H-furo[3,2-b]pyrrol-5-yl)methanone NC1=C(C=2C(=NC=CN2)N1C1=C(C(=CC=C1C)O)C)C(=O)C1=CC2=C(N1)C=CO2